cis-butenedioic chloride C(\C=C/C(=O)Cl)(=O)Cl